FC1(C(NC=2C(O1)=CSC2C(=O)OC)=O)F methyl 2,2-difluoro-3-oxo-4H-thieno[3,4-b][1,4]oxazine-5-carboxylate